OC(C)(C)C=1C(=CC2=CN(N=C2C1)CCS(=O)(=O)C)NC(=O)C1=NC(=CC=C1)C(F)(F)F N-{6-(2-hydroxypropan-2-yl)-2-[2-(methylsulfonyl)ethyl]-2H-indazol-5-yl}-6-(trifluoromethyl)pyridine-2-carboxamide